CC(CCCC(C)C)C1CCC2C3CC=C4C=5SC(=NC5CCC4(C3CCC12C)C)NC1=C(C=C(C=C1C)C)C 17-(1,5-dimethylhexyl)-2,18-dimethyl-N-(2,4,6-trimethylphenyl)-8-thia-6-azapentacyclo[11.7.0.02,10.05,9.014,18]icosa-5(9),6,10-trien-7-amine